3-(3-(((2S,6R)-2,6-Dimethylmorpholino)methyl)-1,2,4-oxadiazol-5-yl)-2,5,6-trifluorophenol C[C@@H]1O[C@@H](CN(C1)CC1=NOC(=N1)C=1C(=C(C(=C(C1)F)F)O)F)C